CO[C@@](C(=O)N1CCOC2=C(C1)C=NC=C2C#N)(CC)C |r| Racemic-4-(2-methoxy-2-methyl-butanoyl)-3,5-dihydro-2H-pyrido[3,4-f][1,4]oxazepine-9-carbonitrile